FC=1C(=C(C=C(C1)CC(C)C)N1CC(N(CC1)CC=1N=NC=CC1)C(C)C)C=1N=NNN1 3-[[4-[3-fluoro-5-isobutyl-2-(2H-tetrazol-5-yl)phenyl]-2-isopropyl-piperazin-1-yl]-methyl]pyridazine